FC1=C(C=CC(=C1COC=1C=C2C(=NC1)C=NN2C)F)C2=C(C(=NC=C2F)OC)S(=O)(=O)N 2,4-difluoro-3-[([1-methylpyrazolo[4,3-b]pyridin-6-yl]oxy)methyl]phenyl-5-fluoro-2-methoxypyridine-3-sulfonamide